C1(CC1)CN1C(=CC=2C1=NC=CC2)C2=NC1=C(N2C)C=CC(=C1)C(=O)N1CC(C(CC1)OC)N 1-{2-[1-(cyclopropylmethyl)-1H-pyrrolo[2,3-b]pyridin-2-yl]-1-methyl-1H-1,3-benzodiazole-5-carbonyl}-4-methoxypiperidine-3-amine